N-[[(2R,5S)-2-[3-(cyclohexoxy)phenyl]-3-oxo-1,4-thiazepan-5-yl]methyl]pyrimidine-2-carboxamide C1(CCCCC1)OC=1C=C(C=CC1)[C@H]1SCC[C@H](NC1=O)CNC(=O)C1=NC=CC=N1